5-[rac-(R)-3-bicyclo[4.2.0]octa-1,3,5-trienyl(hydroxy)methyl]tetrahydrofuran-3,4-diol C12=CC(=CC=C2CC1)[C@H](C1C(C(CO1)O)O)O |r|